O.NN[C@@](CC1=CC(=C(C=C1)O)O)(C(=O)O)C amino-α-methyl-3-hydroxy-L-tyrosine monohydrate